BrC=1C(=CN(C1)S(=O)(=O)C1=CC=C(C)C=C1)S(=O)(=O)N(COC)C1=C(C=C(C=C1)C#N)F 4-bromo-N-(4-cyano-2-fluorophenyl)-N-(methoxymethyl)-1-tosyl-1H-pyrrole-3-sulfonamide